2,3-dimethyl-2-butene-1,4-diol CC(CO)=C(CO)C